F[C@H]1C[C@@H](N(C1)C(=O)OC(C)(C)C)C(NC=1C=CC=C2C(=CNC12)C1=NC(=NC=C1C)NC=1C(=NN(C1)C)OC)=O tert-Butyl (2R,4S)-4-fluoro-2-((3-(2-((3-methoxy-1-methyl-1H-pyrazol-4-yl)amino)-5-methyl pyrimidin-4-yl)-1H-indol-7-yl)carbamoyl)pyrrolidine-1-carboxylate